tert-butyl (R)-3-(5-amino-7-methoxy-[1,2,4]triazolo[1,5-c]quinazolin-2-yl)pyrrolidine-1-carboxylate NC1=NC=2C(=CC=CC2C=2N1N=C(N2)[C@H]2CN(CC2)C(=O)OC(C)(C)C)OC